C(C)(C)(C)OC(=O)N1C=CN(CC(C1)(C)O)C1=NC(=NC2=C(C(=C(C=C12)F)Br)F)Cl 4-(7-bromo-2-chloro-6,8-difluoroquinazolin-4-yl)-6-Hydroxy-6-methyl-1,4-diazepine-1-carboxylic acid tert-butyl ester